1-hydroxy-hexylphenylketone OC(CCCCC)C1=C(C=CC=C1)C(=O)C1=C(C=CC=C1)C(CCCCC)O